1-(2-(((6-((5-methylthiazol-2-yl)amino)-1-(2,2,2-trifluoroethyl)-1H-pyrrolo[3,2-c]pyridin-4-yl)oxy)methyl)pyrrolidin-1-yl)prop-2-en-1-one CC1=CN=C(S1)NC1=CC2=C(C(=N1)OCC1N(CCC1)C(C=C)=O)C=CN2CC(F)(F)F